CN(C(CC=1C=C(C=NC1OC)C=NC=1C=C2C=NC(=NC2=CC1)C)=O)C 6-((5-(2-(Dimethylamino)-2-oxoethyl)-6-methoxypyridin-3-yl)(methyl-yl)amino)-2-methylquinazolin